8-oxa-1-azaspiro[4.5]decane-1-carbonitrile N1(CCCC12CCOCC2)C#N